5-methyl-6-oxo-5-((triethylsilyl)methyl)-5,6-dihydrobenzo[4,5]imidazo[2,1-a]isoquinoline-3-carbonitrile CC1(C(N2C(C=3C=CC(=CC13)C#N)=NC1=C2C=CC=C1)=O)C[Si](CC)(CC)CC